SC=1SC2=C(N1)C=CC=C2.[Zn] zinc 2-mercaptobenzothiazole